N[C@H](CO)C1=NC=CC(=C1)NC(=O)[C@@H]1O[C@]([C@H]([C@H]1C1=C(C(=C(C=C1)F)F)OC)C)(C(F)(F)F)C (2R,3S,4S,5R)-N-(2-((S)-1-amino-2-hydroxyethyl)pyridin-4-yl)-3-(3,4-difluoro-2-methyl-Oxyphenyl)-4,5-dimethyl-5-(trifluoromethyl)tetrahydrofuran-2-carboxamide